CC(C=O)CC1=CC=C(C=C1)C(C)(C)C alpha-methyl-beta-(p-tert-butylphenyl)-propanal